N1=CC=C(C=C1)CCSC[C@@H]([C@H](CSCCC1=CC=NC=C1)O)O (2R,3R)-1,4-Bis[2-(4-pyridyl)ethylsulfanyl]butan-2,3-diol